1,3-bis(2,4,6-trimethylphenyl)propane-1,3-dione CC1=C(C(=CC(=C1)C)C)C(CC(=O)C1=C(C=C(C=C1C)C)C)=O